(S)-tert-Butyl (1-(5-(4-((5-cyclopropylpyridin-2-yl)oxy)phenyl)-2H-tetrazol-2-yl)-3-hydroxypropan-2-yl)carbamate C1(CC1)C=1C=CC(=NC1)OC1=CC=C(C=C1)C=1N=NN(N1)C[C@@H](CO)NC(OC(C)(C)C)=O